tert-butyl 4-((1-((benzyloxy) carbonyl) piperidin-4-yl) methyl)-3,3-dimethylpiperazine-1-carboxylate C(C1=CC=CC=C1)OC(=O)N1CCC(CC1)CN1C(CN(CC1)C(=O)OC(C)(C)C)(C)C